NC1=C(C(=NC=2N1N=C(C2CC2CC2)C)NCCC2=NC(=CC=C2)CO)C#N 7-amino-3-(cyclopropyl-methyl)-5-((2-(6-(hydroxymethyl)pyridin-2-yl)ethyl)amino)-2-methylpyrazolo[1,5-a]pyrimidine-6-carbonitrile